NC1=NC=C(C2=CC=CC=C12)[C@H](C)N(C(=O)NC1=CC(=C(C=C1)F)Cl)C (S)-1-(1-(1-aminoisoquinolin-4-yl)ethyl)-3-(3-chloro-4-fluorophenyl)-1-methyl-urea